C1(CC1)CN1C=NC2=C(C1=O)C(=CN2CC(=O)OC)I methyl 2-(3-(cyclopropylmethyl)-5-iodo-4-oxo-3H-pyrrolo[2,3-d]pyrimidin-7(4H)-yl)acetate